N-(8-(4,4-difluoropiperidin-1-yl)-2-methylimidazo[1,2-a]pyrazin-6-yl)-5-fluoro-4-iodo-2-(6-azaspiro[2.5]octane-6-yl)benzamide FC1(CCN(CC1)C=1C=2N(C=C(N1)NC(C1=C(C=C(C(=C1)F)I)N1CCC3(CC3)CC1)=O)C=C(N2)C)F